BrC=1C(=CC(=C(OC=2C(=NC(=NC2)N)N)C1)CC)OC 5-(5-Bromo-2-ethyl-4-methoxy-phenoxy)-pyrimidine-2,4-diamine